NC(C(CO[Si](C)(C)C(C)(C)C)(C)NC(=O)C1=C(C=C2C=CC(=CN12)OCC1=CN=C(S1)C)C)=O N-(1-amino-3-((tert-butyldimethylsilyl)oxy)-2-methyl-1-oxopropan-2-yl)-2-methyl-6-((2-methylthiazol-5-yl)methoxy)indolizine-3-carboxamide